NCCCCCCCCCNC1=C2CN(CC2=CC=C1)C1C(NC(CC1)=O)=O 4-((9-Aminononyl)amino)-2-(2,6-dioxopiperidin-3-yl)isoindoline